copper gallium aluminum niobium [Nb].[Al].[Ga].[Cu]